O1COC2=C1C=CC(=C2)CC2(NC(=NC(=C2)C2=C(C(=CC=C2)OC)F)N)N 4-(benzo[d][1,3]dioxol-5-ylmethyl)-6-(2-fluoro-3-methoxyphenyl)pyrimidine-2,4-diamine